4-vinyl-1,3-dihydro-2H-indol-2-one C(=C)C1=C2CC(NC2=CC=C1)=O